(E)-3-[2-[3-methyl-6-[(1-methylcyclopropyl)sulfamoyl]-2-oxo-benzoimidazol-1-yl]thiazol-5-yl]prop-2-enoic acid CN1C(N(C2=C1C=CC(=C2)S(NC2(CC2)C)(=O)=O)C=2SC(=CN2)/C=C/C(=O)O)=O